N1=CC(=CC=C1)NC(=O)C1=NC=NC(=C1)C1=CC(=CC=C1)C(F)(F)F 6-(3-trifluoromethyl-phenyl)-pyrimidine-4-carboxylic acid pyridin-3-ylamide